O1C(=CC=C1)CSSCC=1OC=CC1 2-(furan-2-ylmethyldisulfanylmethyl)furan